(S)-9-amino-11-(aminomethyl)-4-ethyl-8-fluoro-4-hydroxy-1,12-dihydro-14H-pyrano[3',4':6,7]indolizino[1,2-b]quinoline-3,14(4H)-dione NC1=CC=2C(=C3C(=NC2C=C1F)C1=CC2=C(C(N1C3)=O)COC([C@]2(O)CC)=O)CN